BrC1=C(C(=C2NC3=C(C(=C(C(=C3C2=C1[2H])[2H])[2H])[2H])[2H])[2H])[2H] 3-Bromo-9H-carbazole-d7